3,3-bis(methyl-sulfanyl)-1-(pyridin-2-yl)prop-2-en-1-one CSC(=CC(=O)C1=NC=CC=C1)SC